(2R,3S,4R,5R)-5-(4-benzamidopyrrolo[2,1-f][1,2,4]triazin-7-yl)-5-cyano-4-hydroxy-2-(hydroxymethyl)tetrahydrofuran-3-yl isobutyrate C(C(C)C)(=O)O[C@@H]1[C@H](O[C@@]([C@@H]1O)(C#N)C1=CC=C2C(=NC=NN21)NC(C2=CC=CC=C2)=O)CO